N-[4-(3-Cyanophenyl)-5-(2,6-dimethyl-4-pyridyl)thiazol-2-yl]-3,6-diazabicyclo[3.1.1]heptane-6-carboxamide C(#N)C=1C=C(C=CC1)C=1N=C(SC1C1=CC(=NC(=C1)C)C)NC(=O)N1C2CNCC1C2